Diethyl isoquinolin-3-yl phosphate P(=O)(OCC)(OCC)OC=1N=CC2=CC=CC=C2C1